methyl-cyclohexanamine CC1(CCCCC1)N